6-trifluoromethyl-1H-benzotriazol-1-yloxytripyrrolidinoPhosphonium hexafluorophosphate F[P-](F)(F)(F)(F)F.FC(C=1C=CC2=C(N(N=N2)O[P+](N2CCCC2)(N2CCCC2)N2CCCC2)C1)(F)F